C1(CC1)N(CCC#N)CC=O 3-[CYCLOPROPYL(2-OXOETHYL)AMINO]PROPANENITRILE